CN1C(C(N(CC1)C)=O)=O 1,4-dimethylpiperazine-2,3-dione